FC1=C(C=CC(=C1F)NS(=O)(=O)CC1=CC=CC=C1)C1=CC2=C(N=C(N=C2)N[C@@H]2CN(CCC2)C(=O)OC(C)(C)C)N(C1=O)CC tert-butyl (S)-3-((6-(2,3-difluoro-4-((phenylmethyl)sulfonamido) phenyl)-8-ethyl-7-oxo-7,8-dihydropyrido[2,3-d]pyrimidin-2-yl)amino)piperidine-1-carboxylate